C1(CC1)C1=CC(=NO1)C(O)C1=CC=C(C=C1)OC(F)(F)F (5-cyclopropylisoxazol-3-yl)(4-(trifluoromethoxy)phenyl)methanol